ClC1=CC2=CC=CC=3C(NC(=N1)C32)=O 10-chloro-2,11-diazatricyclo[6.3.1.04,12]dodeca-1(11),4(12),5,7,9-pentaen-3-one